BrC1=CN(C2=NC=C(C=C21)C(=O)NC(COC2=NC=C(C=C2)C#N)(C)C)C 3-bromo-N-(1-((5-cyanopyridin-2-yl)oxy)-2-methylpropan-2-yl)-1-methyl-1H-pyrrolo[2,3-b]pyridine-5-carboxamide